3-(2-(dimethylamino)ethoxy)-2'-nitro-N-phenylbiphenyl-4-carboxamide CN(CCOC=1C=C(C=CC1C(=O)NC1=CC=CC=C1)C1=C(C=CC=C1)[N+](=O)[O-])C